(4,5-dihydrooxazole-2-yl)benzonitrile O1C(=NCC1)C1=C(C#N)C=CC=C1